C(#N)C=1C=CC(=C2C=CC=NC12)C1CN(CC(C1)C)CCC(=O)O 3-[3-(8-cyano-quinolin-5-yl)-5-methyl-piperidin-1-yl]-propionic acid